O=C1N(CCC(N1)=O)N1C(C2=CC=C(C=C2C1=O)CN1CCN(CC1)C=1C2=C(N=C(N1)C)SC=C2C2=CC=CC=C2)=O 2-(2,4-dioxotetrahydropyrimidin-1(2H)-yl)-5-((4-(2-methyl-5-phenylthieno[2,3-d]pyrimidin-4-yl)piperazin-1-yl)methyl)isoindoline-1,3-dione